2-((3-(3-iodo-1-(tetrahydro-2H-pyran-2-yl)-1H-pyrazolo[3,4-b]pyrazin-6-yl)-7-(4-methylthiazol-2-yl)-3-azabicyclo[4.1.0]heptan-7-yl)methyl)isoindoline-1,3-dione IC1=NN(C2=NC(=CN=C21)N2CC1C(C1CC2)(C=2SC=C(N2)C)CN2C(C1=CC=CC=C1C2=O)=O)C2OCCCC2